C(N)(OC(CC(C)(C)C)(C#C)C)=O tert-butyl-(2-methylbutan-3-yn-2-yl) carbamate